FC1=C(C=CC=C1)S(=O)(=O)NC1=CC=C(C=C1)/N=C/C=1C(=C2C=CC(OC2=CC1)(C)C)O (E)-2-fluoro-N-(4-(((5-hydroxy-2,2-dimethyl-2H-chromen-6-yl)methylene)amino)phenyl)benzenesulfonamide